3',7'-bis(dimethylamino)-3-oxo-3H-dispiro[isobenzofuran-1,10'-dibenzo[b,e]siline-5',1''-silolane]-6-carboxylic acid CN(C=1C=CC2=C(C1)[Si]1(CCCC1)C1=C(C23OC(C2=CC=C(C=C23)C(=O)O)=O)C=CC(=C1)N(C)C)C